C(CC)#N Propionitrile